2-(bromotriphenylphosphoranyl)acetaldehyde BrP(CC=O)(C1=CC=CC=C1)(C1=CC=CC=C1)C1=CC=CC=C1